F[C@@H]1CC2=CC=3CCCC3C(=C2C1)NC(=O)N=[S@](=O)(N)C=1C=NN2C1OCCC2 (R)-N'-(((R)-2-fluoro-1,2,3,5,6,7-hexahydro-s-indacen-4-yl)carbamoyl)-6,7-dihydro-5H-pyrazolo[5,1-b][1,3]oxazine-3-sulfonimidamide